CC1=CC=C2N=C(C=3N(C2=C1)C=NN3)NC3=CC=C(C=C3)C(C)C 8-methyl-N-(4-propan-2-ylphenyl)-[1,2,4]triazolo[4,3-a]quinoxalin-4-amine